Methyl 2-[(2S)-2-{[(tert-butoxy)carbonyl]amino}-3-phenylpropanamido]acetate C(C)(C)(C)OC(=O)N[C@H](C(=O)NCC(=O)OC)CC1=CC=CC=C1